C(C)C1=CC=C(C=C1)C=C1C(NC(S1)=S)=O 5-[(4-ethylphenyl)methylene]-2-thioxo-4-thiazolidinone